methyl 3,4-dichlorophenyl carbamate COC(=O)NC1=CC(=C(C=C1)Cl)Cl